C(C)C(=O)O.C(C)OC=O Formic acid ethyl ester (ethyl formate)